ClC1=NC=NC(=C1CC(C(=O)OC)C)Cl Methyl 3-(4,6-dichloropyrimidin-5-yl)-2-methylpropionate